N1CCC=2C1=NC=CC2N2C[C@@H](N(CC2)C(=O)OC(C)(C)C)CC tert-butyl (S)-4-(2,3-dihydro-1H-pyrrolo[2,3-b]pyridin-4-yl)-2-ethylpiperazine-1-carboxylate